1'-(2-BROMOACETYL)-6-[4-(CYCLOPROPYLAMINO)-3-ISOPROPYLIMIDAZO[4,5-C]PYRIDIN-6-YL]-1-[(1S,3S)-3-(PIPERIDIN-1-YL)CYCLOBUTYL]SPIRO[INDOLE-3,4'-PIPERIDIN]-2-ONE BrCC(=O)N1CCC2(CC1)C(N(C1=CC(=CC=C12)C1=CC2=C(C(=N1)NC1CC1)N(C=N2)C(C)C)C2CC(C2)N2CCCCC2)=O